NC=1N=C(C2=C(N1)N(C=C2)C2=CC(=NC=C2)C#CC2(C(N(CC2)C)=O)O)C 3-((4-(2-amino-4-methyl-7H-pyrrolo[2,3-d]pyrimidin-7-yl)pyridin-2-yl)ethynyl)-3-hydroxy-1-methylpyrrolidin-2-one